C1(=C(C(=CC=C1)N)N)C1=CC=CC=C1 (-)-biphenyl-diamine